2-Amino-4-chloro-5-(methylsulfonyl)phenol NC1=C(C=C(C(=C1)Cl)S(=O)(=O)C)O